5-hydroxy-2-(3-hydroxy-4-methoxyphenyl)-4-oxochroman-3-yl acetate C(C)(=O)OC1C(OC2=CC=CC(=C2C1=O)O)C1=CC(=C(C=C1)OC)O